3-aminopropyl(trismethylsiloxy)silane NCCC[SiH2]O[Si](C)(C)C